N1BC=CC=C1 1,2-dihydro-1,2-azaborinine